FC1(CC(C1)NC=1N=CC2=C(N1)NC=C2C=2C=C1N=CC=NC1=CC2)F N-(3,3-difluorocyclobutyl)-5-(quinoxalin-6-yl)-7H-pyrrolo[2,3-d]pyrimidin-2-amine